4-undecadieneal C=CCC(C=CCCCCC)=O